C(CC)OC(CCCCCCCCC)=O decanoic acid propyl ester